methyl (1R,3R)-rel-3-[(1Z)-2-chloro-3,3,3-trifluoro-1-propen-1-yl]-2,2-dimethylcyclopropanecarboxylate Cl\C(=C/[C@@H]1C([C@@H]1C(=O)OC)(C)C)\C(F)(F)F |o1:3,5|